C(C)O[Si](CCCN(C(O)=O)CC(C)O)(OCC)OCC.C(C(C(C(CC)([2H])[2H])([2H])[2H])([2H])[2H])=O hexanal-d6 N-(3-Triethoxysilyl-propyl)-2-hydroxypropylcarbamat